C(#N)C1=CC(=C(C=C1)COC1=CC=CC(=N1)C1=CC(=C(C=C1)CC(=O)O)F)F 2-[4-[6-[(4-cyano-2-fluoro-phenyl)methoxy]-2-pyridinyl]-2-fluoro-phenyl]acetic acid